maltotriose OC[C@H]1O[C@H](O[C@H]2[C@H](O)[C@@H](O)[C@@H](O[C@H]3[C@H](O)[C@@H](O)[C@@H](O)O[C@@H]3CO)O[C@@H]2CO)[C@H](O)[C@@H](O)[C@@H]1O